3-[2-(1-cyclopropyl-2-methyl-1,3-benzodiazol-5-yl)ethynyl]-1-[(3S,5R)-5-(methoxymethyl)-1-(prop-2-enoyl)pyrrolidin-3-yl]-5-(methylamino)pyrazole-4-carboxamide C1(CC1)N1C(=NC2=C1C=CC(=C2)C#CC2=NN(C(=C2C(=O)N)NC)[C@@H]2CN([C@H](C2)COC)C(C=C)=O)C